FC(OC1=CC(=C(C=N1)NC1=NC=C2N(C(N(C2=N1)C1CCOCC1)=O)C)C)F 2-((6-(difluoromethoxy)-4-methylpyridin-3-yl)amino)-7-methyl-9-(tetrahydro-2H-pyran-4-yl)-7,9-dihydro-8H-purin-8-one